Cl.CN1N=CC2=CC(=CC=C12)C1CCNCC1 1-methyl-5-(4-piperidinyl)indazole hydrochloride